(R)-2-(5-(5-(1-(1H-pyrrolo[2,3-b]pyridin-4-yl)ethoxy)-1H-indazol-3-yl)pyridin-2-yl)-7-methyl-2-azaspiro[3.5]nonan-7-ol N1C=CC=2C1=NC=CC2[C@@H](C)OC=2C=C1C(=NNC1=CC2)C=2C=CC(=NC2)N2CC1(C2)CCC(CC1)(O)C